C(CCCC)C1CCC(CC1)C1CCC(CC1)C(=O)[O-] trans-4'-pentyl-[1,1'-bi(cyclohexane)]-4-carboxylate